FC1=C(CN2C=NN(C2=O)C2=CC=C(OC3=CC(=NC=N3)C#N)C=C2)C(=CC=C1)F 6-(4-(4-(2,6-Difluorobenzyl)-5-oxo-4,5-dihydro-1H-1,2,4-triazol-1-yl)phenoxy)pyrimidine-4-carbonitrile